COC(NCC1=CC(=NC(=C1)N1N=C(C=C1)CO)NC1CCC(CC1)(F)F)=O methyl((2-((4,4-difluorocyclohexyl)amino)-6-(3-(hydroxymethyl)-1H-pyrazol-1-yl)pyridin-4-yl) methyl)carbamate